OC(=O)C(F)(F)F.BrC1=CC=C(C(=N1)NC(=O)C1N[C@@H]2C[C@@]2(C1)CN1C=NC(=C1)C)C (1R,5R)-N-(6-bromo-3-methylpyridin-2-yl)-5-[(4-methylimidazol-1-yl)methyl]-2-azabicyclo[3.1.0]hexane-3-carboxamide TFA salt